C(C)(C)(C)C1NCC12CC(NC2)=O tert-butyl-6-oxo-2,7-diazaspiro[3.4]octane